C(C1=CC=CC=C1)OC(=O)N1C(CCCC1)CN(CCN(CC)CC)C(=O)OC(C)(C)C {[tert-Butoxycarbonyl-(2-diethylamino-ethyl)-amino]-methyl}-piperidine-1-carboxylic acid benzyl ester